2-(3-((6,7-Dimethoxyquinolin-4-yl)amino)-5-methoxyphenoxy)-N-methylacetamide COC=1C=C2C(=CC=NC2=CC1OC)NC=1C=C(OCC(=O)NC)C=C(C1)OC